2-fluoro-1-nitro-3-(trifluoromethoxy)benzene FC1=C(C=CC=C1OC(F)(F)F)[N+](=O)[O-]